3-(5,6-dichloropyridin-3-yl)-5-(2-(3-fluoro-3-methylazetidin-1-yl)-2-oxoethyl)thieno[3,2-c]pyridin-4(5H)-one ClC=1C=C(C=NC1Cl)C1=CSC2=C1C(N(C=C2)CC(=O)N2CC(C2)(C)F)=O